tert-butyl 4-((5-(4-(tert-butoxycarbonyl)piperazin-1-yl)pyridin-2-yl)amino)-1,1-dimethyl-7-(1-methyl-1H-pyrrolo[2,3-b]pyridin-4-yl)-3-oxoisoindoline-2-carboxylate C(C)(C)(C)OC(=O)N1CCN(CC1)C=1C=CC(=NC1)NC1=C2C(N(C(C2=C(C=C1)C1=C2C(=NC=C1)N(C=C2)C)(C)C)C(=O)OC(C)(C)C)=O